1-Bromo-3,6-dichloro-9H-carbazole BrC1=CC(=CC=2C3=CC(=CC=C3NC12)Cl)Cl